Rel-(1R,5S)-1-[({4-[2-(2-carboxyethoxy)-3,5-difluorophenyl]cyclohex-3-en-1-yl}oxy)methyl]-7-oxo-9-oxa-2,6-diazaspiro[4.5]decan-2-ium chloride [Cl-].C(=O)(O)CCOC1=C(C=C(C=C1F)F)C1=CCC(CC1)OC[C@@H]1[NH2+]CC[C@]12NC(COC2)=O |o1:23,27|